C(C)(C)(C)OC(=O)NCC[C@H](CO[Si](C)(C)C(C)(C)C)NC(OCC1C2=CC=CC=C2C=2C=CC=CC12)=O 9H-fluoren-9-ylmethyl N-[(1R)-3-(tert-butoxycarbonylamino)-1-[[tert-butyl(dimethyl)silyl]oxymethyl]propyl]carbamate